2-(2-((5-(3-aminobenzo[d]isoxazol-5-yl)-1-isopropyl-1H-indazol-3-yl)methoxy)phenyl)acetic acid NC1=NOC2=C1C=C(C=C2)C=2C=C1C(=NN(C1=CC2)C(C)C)COC2=C(C=CC=C2)CC(=O)O